ClC=1C=C(C=CC1F)N1[C@H](CN(CC1)C(CCC(C)=O)=O)C 1-[(3S)-4-(3-chloro-4-fluoro-phenyl)-3-methyl-piperazin-1-yl]pentane-1,4-dione